C1(CCC1)CS(=NC(C)=O)(=O)C1=CC2=CN(N=C2C=C1)C=1C=NC=C(C1)F N-((cyclobutylmethyl)(2-(5-fluoropyridin-3-yl)-2H-indazol-5-yl)(oxo)-λ6-sulfaneylidene)acetamide